N[C@H](C1CCN(CC1)C=1C=CC(=NC1)O)C1=C(C=C(C(=C1)Cl)Cl)O (R)-5-(4-(amino(4,5-dichloro-2-hydroxyphenyl)methyl)piperidin-1-yl)pyridin-2-ol